O=C1NC(CCC1N1C(C2=CC=C(C=C2C1=O)C#CCCN1CCN(CC1)C1CCN(CC1)C1=NC=C(C(=O)N2CCC(CC2)CCCCNC(\C=C\C=2C=NC=CC2)=O)C=C1)=O)=O (E)-N-(4-(1-(6-(4-(4-(4-(2-(2,6-dioxopiperidin-3-yl)-1,3-dioxoIsoindoline-5-yl)but-3-yn-1-yl)piperazin-1-yl)piperidin-1-yl)nicotinoyl)piperidin-4-yl)butyl)-3-(Pyridin-3-yl)acrylamide